2,5-dioxopyrrolidin-1-yl 1-isopropyl-1H-pyrazole-5-carboxylate C(C)(C)N1N=CC=C1C(=O)ON1C(CCC1=O)=O